BrC1=C2C=C(C(=NC2=CC(=C1)F)C#N)C1=CC=C(C=C1)F 5-bromo-7-fluoro-3-(4-fluorophenyl)quinoline-2-carbonitrile